bromo-4-chloro-2-[(diethoxymethoxy)methyl]benzene BrC1=C(C=C(C=C1)Cl)COC(OCC)OCC